(1S,4S)-2-(4-bromo-2-fluorophenyl)-2,5-diazabicyclo[2.2.1]heptane BrC1=CC(=C(C=C1)N1[C@@H]2CN[C@H](C1)C2)F